3-anilinocyclohexanone N(C1=CC=CC=C1)C1CC(CCC1)=O